C(C)(C)(C)OC(=O)N1C[C@@H](CC1)N1C2=NC=NC(=C2NC1=O)N (R)-3-(6-amino-8-oxo-7,8-dihydro-9H-purin-9-yl)pyrrolidine-1-carboxylic acid tert-butyl ester